3-[(4-{[(2R)-1-{Benzyl[(tert-butoxy)carbonyl]amino}-3-phenylpropan-2-yl]oxy}-6-(2,6-dimethylphenyl)pyrimidin-2-yl)sulfamoyl]benzoic acid C(C1=CC=CC=C1)N(C[C@@H](CC1=CC=CC=C1)OC1=NC(=NC(=C1)C1=C(C=CC=C1C)C)NS(=O)(=O)C=1C=C(C(=O)O)C=CC1)C(=O)OC(C)(C)C